2-[(3S,4S)-3-fluoro-4-piperidyl]isoindoline-1,3-dione F[C@H]1CNCC[C@@H]1N1C(C2=CC=CC=C2C1=O)=O